(3S,4S)-1-[4-({8-[3-(methanesulfonylmeth-yl)azetidin-1-yl]-5-(propan-2-yl)isoquinolin-3-yl}amino)pyrimidin-2-yl]-4-(2-methoxyethoxy)piperidin-3-ol CS(=O)(=O)CC1CN(C1)C=1C=CC(=C2C=C(N=CC12)NC1=NC(=NC=C1)N1C[C@@H]([C@H](CC1)OCCOC)O)C(C)C